C(C1=CC=CC=C1)OC=1C=C2C=C(C=NC2=CC1)Br 6-(Benzyloxy)-3-bromoquinoline